5-(benzyloxy)-N,2-dimethyl-N-(1-methylpiperidin-4-yl)benzofuran-3-carboxamide C(C1=CC=CC=C1)OC=1C=CC2=C(C(=C(O2)C)C(=O)N(C2CCN(CC2)C)C)C1